2-[9H-fluoren-9-ylmethoxycarbonyl(methyl)amino]propanoic acid C1=CC=CC=2C3=CC=CC=C3C(C12)COC(=O)N(C(C(=O)O)C)C